N-({4-[4-(trifluoromethyl)pyridine-2-sulfonyl]phenyl}methyl)furo[2,3-c]pyridine-2-carboxamide FC(C1=CC(=NC=C1)S(=O)(=O)C1=CC=C(C=C1)CNC(=O)C1=CC=2C(=CN=CC2)O1)(F)F